2-phenylacetic acid cyclopropylmethyl ester C1(CC1)COC(CC1=CC=CC=C1)=O